C(C)OC(CC1N(CCN(C1)C(C[C@@H](CC1=C(C=C(C(=C1)F)F)F)N)=O)S(=O)(=O)C)=O [4-[(3R)-3-amino-4-(2,4,5-trifluorophenyl)butanoyl]-1-methanesulfonyl-piperazin-2-yl]acetic acid ethyl ester